2'-chloro-N-(6-(1,4-dimethyl-1H-1,2,3-triazol-5-yl)benzo[d]thiazol-2-yl)-5'-methoxy-6-methyl-[4,4'-bipyridine]-3-carboxamide ClC1=NC=C(C(=C1)C1=C(C=NC(=C1)C)C(=O)NC=1SC2=C(N1)C=CC(=C2)C2=C(N=NN2C)C)OC